C(C1=CC=CC=C1)OC(=O)N1[C@H]2C[C@H]2C[C@H]1C(=O)N (1S,3S,5S)-2-benzyloxycarbonyl-2-azabicyclo[3.1.0]-hexane-3-carboxamide